NC1=NC=CC(=C1CN1CCOCC1)OC1=C(C=C(C=C1F)NC(=O)C=1C=NN(C1C(F)(F)F)C1=NC=CC=C1Cl)F N-(4-((2-amino-3-(morpholinomethyl)pyridin-4-yl)oxy)-3,5-difluorophenyl)-1-(3-chloropyridin-2-yl)-5-(trifluoromethyl)-1H-pyrazole-4-carboxamide